[Na+].C(C)OC(C(C)(S(=O)[O-])O)=O 2-hydroxy-2-sulfinatopropionic acid ethyl ester-sodium salt